COC(C1CCN(CC1)C1=CC(=C(C=C1F)C1C(NC(CC1)=O)=O)F)OC 3-(4-(4-(dimethoxymethyl)piperidin-1-yl)-2,5-difluorophenyl)piperidine-2,6-dione